tert-butyl 4-[(2S)-2-[[8-(5-methylpyrazin-2-yl)quinazolin-4-yl]amino]propyl]piperazine-1-carboxylate CC=1N=CC(=NC1)C=1C=CC=C2C(=NC=NC12)N[C@H](CN1CCN(CC1)C(=O)OC(C)(C)C)C